NC=1N=C(SC1C(C1=CC=C(C=C1)OC(F)F)=O)N(C1=CC=C(C=C1)C(F)(F)F)[C@H](C(=O)N)C (S)-2-[N-[4-Amino-5-[4-(difluoromethoxy)benzoyl]thiazol-2-yl]-4-(trifluoromethyl)anilino]propanamid